C(C)(C)(C)OC(=O)NC1(CCCC1)C(=O)O[C@H]1[C@H](N(C[C@@H]1OC(=O)OC(C)(C)C)C(=O)OC(C)(C)C)CC1=CC=C(C=C1)OC tert-butyl (2R,3S,4S)-3-{1-[(tert-butoxycarbonyl)amino]cyclopentanecarbonyloxy}-4-[(tert-butoxycarbonyl)oxy]-2-[(4-methoxyphenyl)methyl]pyrrolidine-1-carboxylate